CN1N=C(C=C(C1=O)NC1=NC=NC=C1)B(O)O 1-methyl-6-oxo-5-(pyrimidin-4-ylamino)-1,6-dihydropyridazin-3-yl-boronic acid